4-(2-cyanoprop-2-yl)-N-(3-(7-(ethyl-(4-methoxybenzyl)amino)-1,6-naphthyridin-3-yl)-4-methylphenyl)pyridineamide C(#N)C(C)(C)C1=CC(=NC=C1)C(=O)NC1=CC(=C(C=C1)C)C=1C=NC2=CC(=NC=C2C1)N(CC1=CC=C(C=C1)OC)CC